4-(3-chloro-2-fluorophenyl)-7-((1,3-dimethylpiperidin-3-yl)ethynyl)quinazoline-4,6-diamine ClC=1C(=C(C=CC1)C1(NC=NC2=CC(=C(C=C12)N)C#CC1(CN(CCC1)C)C)N)F